C(N)(=O)C1=[N+](C=CC(=C1)NC(=O)C1=C(C(=NN1CC1CC(CC1)(F)F)C(C)(F)F)C)[O-] 2-carbamoyl-4-(1-((3,3-difluorocyclopentyl)methyl)-3-(1,1-difluoroethyl)-4-methyl-1H-pyrazole-5-carboxamido)pyridine 1-oxide